4-chloro-10-[2,6-difluoro-4-({2-[(1-hydroxybutan-2-yl)amino]ethyl}amino)phenyl]-8-ethyl-9-oxo-6,8,10-triazatricyclo[9.4.0.02,7]pentadeca-1(11),2(7),3,5,12,14-hexaene-13-carbonitrile ClC1=CC=2C=3C=CC(=CC3N(C(N(C2N=C1)CC)=O)C1=C(C=C(C=C1F)NCCNC(CO)CC)F)C#N